N,N,N',N'-Tetrakis(2,3-epoxypropyl)-m-xylen-α,α'-diamin C(C1CO1)N(CC1=CC(=CC=C1)CN(CC1CO1)CC1CO1)CC1CO1